3-Fluoro-4-methoxypyrazolo[1,5-a]pyridin-5-amine hydrochloride Cl.FC=1C=NN2C1C(=C(C=C2)N)OC